5-{4-amino-5-[(4,4-difluoropiperidin-1-yl)methyl]pyrrolo[2,1-f][1,2,4]triazin-7-yl}-4-fluoro-N-[(3R,4S)-4-fluoro-1-(3-methylbutanoyl)pyrrolidin-3-yl]-2-methylbenzamide NC1=NC=NN2C1=C(C=C2C=2C(=CC(=C(C(=O)N[C@@H]1CN(C[C@@H]1F)C(CC(C)C)=O)C2)C)F)CN2CCC(CC2)(F)F